FC(CCOC1=C(C(=C(C=C1)[C@@H]1CC(N1C1=CC=2N(C=C1)C=CN2)=O)F)F)F (S)-4-(4-(3,3-difluoropropoxy)-2,3-difluorophenyl)-1-(4H-imidazolo[1,2-a]pyridin-7-yl)azetidin-2-one